1-bromo-3-fluoro-4-iodo-2-methoxy-benzene BrC1=C(C(=C(C=C1)I)F)OC